tert-butyl 3-bromo-6-(((tert-butyldimethylsilyl)oxy)methyl)-2-hydroxybenzoate BrC=1C(=C(C(=O)OC(C)(C)C)C(=CC1)CO[Si](C)(C)C(C)(C)C)O